(R)-N-(1-(2-((2-(3-Fluorophenyl)-2-hydroxyethyl)amino)-2-methyl-propyl)-4-methylpiperidin-4-yl)methanesulfonamide dihydrochloride Cl.Cl.FC=1C=C(C=CC1)[C@H](CNC(CN1CCC(CC1)(C)NS(=O)(=O)C)(C)C)O